C(C)(CC)N1N=CC=2N=C(N=C(C21)N[C@@H](C=2C=NC1=CC=CC=C1C2)C2CC2)N2OC(=CN2)C [1-sec-Butyl-5-(5-methyl-oxadiazol-2-yl)-1H-pyrazolo[4,3-d]pyrimidin-7-yl]-((R)-cyclopropyl-quinolin-3-yl-methyl)-amine